COC(=O)C1=NC(=C(C=C1NC(=O)OC(C)(C)C)C(F)(F)F)C(CCC=C)=O.C(C1=CC=CC=C1)N(CC(=O)C=1C=NN(C1)C)CCO 2-(benzyl-(2-hydroxyethyl)amino)-1-(1-methyl-1H-pyrazol-4-yl)ethan-1-one methyl-3-(tert-butoxycarbonylamino)-6-pent-4-enoyl-5-(trifluoromethyl)pyridine-2-carboxylate